ClC=1C(=NC=CC1C1=NC(=C(C=C1)CNC[C@H]1CCC(N1)=O)OC)C1=C(C(=CC=C1)NC1=C(C(=CC=C1)CN1C[C@@H](CC1)O)F)Cl (R)-5-((((3'-chloro-2'-(2-chloro-3-((2-fluoro-3-(((R)-3-hydroxypyrrolidin-1-yl)methyl)phenyl)amino)phenyl)-6-methoxy-[2,4'-bipyridin]-5-yl)methyl)amino)methyl)pyrrolidin-2-one